5-(pyrazin-2-ylmethoxy)-2,3-dihydro-1H-indene-4-carbaldehyde N1=C(C=NC=C1)COC1=C(C=2CCCC2C=C1)C=O